3-propoxy-N,N-dipropylpropanamide C(CC)OCCC(=O)N(CCC)CCC